N,2-dimethyl-2-propen-1-amine CNCC(=C)C